1-(4-(1-(azetidin-3-yl)piperidin-4-yl)-1H-pyrazol-1-yl)-N-(2-chloro-4-(trifluoromethyl)phenyl)cyclobutane-1-carboxamide N1CC(C1)N1CCC(CC1)C=1C=NN(C1)C1(CCC1)C(=O)NC1=C(C=C(C=C1)C(F)(F)F)Cl